C(C=C)(=O)SC(CSC=1SC(=NN1)SCCCCC)CC 2-acryloylthio-n-butylthio-5-n-pentylthio-1,3,4-thiadiazole